CC1N(C(C2=CC(=CC=C12)C1=CN=CO1)=O)CC1=CC2=C(NC(O2)=O)C=C1 6-((1-methyl-5-(oxazol-5-yl)-3-oxoisoindolin-2-yl)methyl)benzo[d]oxazol-2(3H)-one